4-(3-{4-[2-(2,6-dioxopiperidin-3-yl)-1,3-dioxo-2,3-dihydro-1H-isoindol-5-yl]piperazin-1-yl}propyl)-N-[(1r,3r)-3-(3-chloro-4-cyanophenoxy)-2,2,4,4-tetramethylcyclobutyl]benzamide O=C1NC(CCC1N1C(C2=CC=C(C=C2C1=O)N1CCN(CC1)CCCC1=CC=C(C(=O)NC2C(C(C2(C)C)OC2=CC(=C(C=C2)C#N)Cl)(C)C)C=C1)=O)=O